FC=1C=C(C=NC1)C=1OC2=C(C=C(C=C2C(C1C)=O)C)C(C)NC=1C(=NC=CC1)C(=O)O 3-[1-[2-(5-Fluoro-3-pyridyl)-3,6-dimethyl-4-oxo-chromen-8-yl]ethylamino]pyridine-2-carboxylic acid